C1(=CC(=CC=C1)C[C@@H]1N(CC([C@@H]1NS(=O)(=O)CC)(F)F)C(=O)C1OCC1)C1=CC=CC=C1 N-[(2S,3R)-2-[([1,1'-biphenyl]-3-yl)methyl]-4,4-difluoro-1-(oxetane-2-carbonyl)-pyrrolidin-3-yl]ethanesulfonamide